5-chloro-3-isopropyl-N-(3-nitrobenzyl)pyrazole ClC1=CC(=NN1CC1=CC(=CC=C1)[N+](=O)[O-])C(C)C